2-methylsulfonyl-3-phenyl-1-prop-2-enyl carbamate C(N)(OCC(=CC1=CC=CC=C1)S(=O)(=O)C)=O